ClC1=C(C(=CN(C1=O)C)C=1NC2=CC=C(C=C2C1C(C)C)C1CCN(CC1)CC(=O)NCC)C 2-(4-(2-(5-chloro-1,4-dimethyl-6-oxo-1,6-dihydropyridin-3-yl)-3-isopropyl-1H-indol-5-yl)piperidin-1-yl)-N-ethylacetamide